[Si](C)(C)(C(C)(C)C)OC[C@H]1N(C[C@]2(CCO2)CC1)C(=O)OCC1=CC=CC=C1 benzyl (4R,7S)-7-(((tert-butyldimethylsilyl) oxy) methyl)-1-oxa-6-azaspiro[3.5]nonane-6-carboxylate